CC(CN1N=NC2=C1C=CC(=C2)C2=NC(=NO2)C2=C(N=CO2)C)(C)O 2-methyl-1-{5-[3-(4-methyl-1,3-oxazol-5-yl)-1,2,4-oxadiazol-5-yl]-1H-1,2,3-benzotriazol-1-yl}propan-2-ol